2-(trimethylsilyl)ethyl (E)-4-(3-(tert-butoxy)-3-oxoprop-1-en-1-yl)-2,6-dimethylbenzoate C(C)(C)(C)OC(/C=C/C1=CC(=C(C(=O)OCC[Si](C)(C)C)C(=C1)C)C)=O